COC1=C(C=CC(=C1)OC)CNC1=NN=C(C2=CC(=CC=C12)C1=C(C=CC(=C1)B1OC(C(O1)(C)C)(C)C)C)C N-[(2,4-DIMETHOXYPHENYL)METHYL]-4-METHYL-6-[2-METHYL-5-(4,4,5,5-TETRAMETHYL-1,3,2-DIOXABOROLAN-2-YL)PHENYL]PHTHALAZIN-1-AMINE